4-[5-fluoro-1-(4-fluorophenyl)-4-hydroxy-2-(2-hydroxy-1,1-dimethyl-ethyl)indol-3-yl]Benzoic acid FC=1C(=C2C(=C(N(C2=CC1)C1=CC=C(C=C1)F)C(CO)(C)C)C1=CC=C(C(=O)O)C=C1)O